C1=CC=C(C=C1)[C@H](C(=O)N)NC(=O)[C@@H](CCCN=C(N)N)NC(=O)C(C2=CC=CC=C2)C3=CC=CC=C3 The molecule is a dipeptide resulting from the formal coupling of the carboxy group of N(2)-(diphenylacetyl)-D-arginine with the alpha-amino group of D-2-phenylglycinamide. It has a role as a neuropeptide FF receptor antagonist.